CC1(C(CCCC1)=O)C(=O)OCC Ethyl 1-methyl-2-oxocyclohexane-1-carboxylate